ClC[C@@]12CCCN2C[C@H](C1)F (2S,7aR)-7a-(chloromethyl)-2-fluorohexahydro-1H-pyrrolizine